(19R)-3-(difluoromethyl)-16-fluoro-19-methyl-20-oxa-3,4,8,9,23-pentaazapentacyclo[19.3.1.02,6.08,12.013,18]pentacosa-1(24),2(6),4,9,11,13,15,17,21(25),22-decaen-22-amine FC(N1C=2C3=CN=C(C(O[C@@H](C4=CC(=CC=C4C4=CC=NN4CC2C=N1)F)C)=C3)N)F